3-amino-N-cyclohexyl-6-(1H-imidazol-1-yl)pyridinecarboxamide NC=1C(=NC(=CC1)N1C=NC=C1)C(=O)NC1CCCCC1